methyl N-[1-(hydroxymethyl)cyclopropyl]-N-methylcarbamate OCC1(CC1)N(C(OC)=O)C